OC(CCCN1CCC(CC1)C(C1=CC=CC=C1)(C1=CC=CC=C1)O)C1=C(C=CC=C1)C(C(=O)[O-])(C)C.[Na+] sodium 2-(2-(1-hydroxy-4-(4-(hydroxydiphenylmethyl) piperidine-1-yl) butyl) phenyl)-2-methylpropanoate